C(C(C)C)(=O)OC1=C2C(=CNC2=CC=C1)CCN(CCC)CC 3-(2-(ethyl (propyl) amino) ethyl)-1H-indol-4-yl isobutyrate